C(C)(=O)NC(C(=O)O)CCCC 2-(acetamido)hexanoic acid